2-[6-(4-aminomethyl-3-methyl-phenyl)-pyrimidin-4-ylamino]-phenyl-pyridine NCC1=C(C=C(C=C1)C1=CC(=NC=N1)NC1=C(C=CC=C1)C1=NC=CC=C1)C